C1CC1C2=C3N=C(C=C(N3N=C2)NCC4=CN=CC=C4)C5=CC=CC=C5 3-cyclopropyl-5-phenyl-N-(pyridin-3-ylmethyl)pyrazolo[1,5-a]pyrimidin-7-amine